ClC=1C2=C(N=CN1)N(C=C2)[C@@H]2C[C@@H]([C@@H]1[C@H]2OC(O1)(C)C)CN1CC(C1)CN(C([O-])=O)CCC1=CC=CC=C1 N-[(1-{[(3aR,4R,6R,6aS)-6-{4-chloropyrrolo[2,3-d]pyrimidin-7-yl}-2,2-dimethyl-tetrahydro-3aH-cyclopenta[d][1,3]dioxol-4-yl]methyl}azetidin-3-yl)methyl]-N-(2-phenylethyl)carbamate